FC=1C=C2/C(/C(NC2=CC1)=O)=C/C1=CC=C(C=C1)C=1N=NN(C1)C1=CC(=CC=C1)F (Z)-5-fluoro-3-(4-(1-(3-fluorophenyl)-1H-1,2,3-triazol-4-yl)benzylidene)indolin-2-one